(3-nitro-4-(((tetrahydro-2H-pyran-4-yl)methyl)amino)phenylsulfonyl)-[1,1'-biphenyl]-4-carboxamide [N+](=O)([O-])C=1C=C(C=CC1NCC1CCOCC1)S(=O)(=O)C1=C(C=CC(=C1)C(=O)N)C1=CC=CC=C1